5,6-methylenedioxytryptamine C1OC2=C(C=C3NC=C(CCN)C3=C2)O1